FC1(CN(CC1)C1=CC(=C(C(=C1)C(C)C)O)C(C)C)F 4-(3,3-Difluoropyrrolidin-1-yl)-2,6-diisopropylphenol